C(CCCCCCCCC)[Li] n-decyllithium